(3-((1R,3R)-3-Carbamoylcyclohexyl)-1,2,3-oxadiazol-3-ium-5-yl)((3-(2-(o-tolyl)acetamido)-5-(trifluoromethyl)phenyl)carbamoyl)amide C(N)(=O)[C@H]1C[C@@H](CCC1)[N+]1=NOC(=C1)[N-]C(NC1=CC(=CC(=C1)C(F)(F)F)NC(CC1=C(C=CC=C1)C)=O)=O